2-(4-(1,3-dioxo-9-(trifluoromethyl)-1H-xantheno[2,1,9-def]isoquinolin-2(3H)-yl)phenyl)acetic acid O=C1N(C(C2=C3C=4C(=CC=C13)C1=CC(=CC=C1OC4C=C2)C(F)(F)F)=O)C2=CC=C(C=C2)CC(=O)O